5-methyl-7-(methylsulfanyl)-3,5-dihydro-4H-pyridazino[4,5-b]indol-4-one CN1C2=C(C=3C=CC(=CC13)SC)C=NNC2=O